5-bromo-2-cyclopropyl-N-[1-(2-fluorophenyl)-3-hydroxypropyl]pyrimidine-4-carboxamide BrC=1C(=NC(=NC1)C1CC1)C(=O)NC(CCO)C1=C(C=CC=C1)F